BrC1=NN2C(N(CCC2)C2=CC(=CC(=C2)F)F)=N1 2-bromo-4-(3,5-difluorophenyl)-6,7-dihydro-5H-[1,2,4]triazolo[1,5-a]pyrimidine